5-cyano-1,10-phenanthroline C(#N)C1=C2C=CC=NC2=C2N=CC=CC2=C1